ClC=1C=CC(=C(CNC(=O)C2=CN=C(S2)N2CC(C(CC2)N2C[C@@H](CCC2)C)F)C1)F N-(5-chloro-2-fluorobenzyl)-2-[(3R)-3'-fluoro-3-methyl-[1,4'-bipiperidine]-1'-yl]-1,3-thiazole-5-carboxamide